ethyl (R)-1-(1-(tert-butoxycarbonyl)pyrrolidin-3-yl)-1H-pyrazole-4-carboxylate C(C)(C)(C)OC(=O)N1C[C@@H](CC1)N1N=CC(=C1)C(=O)OCC